2-methyl-oxazolin CC=1OCCN1